ClC=1C(=CC(=C(C1)N(C(=O)[C@H]1NC([C@H]2[C@@H]1CCC2)=O)C([2H])([2H])[2H])F)F (1S,3aR,6aS)-N-(5-Chloro-2,4-difluorophenyl)-N-(methyl-d3)-3-oxooctahydrocyclopenta[c]pyrrole-1-carboxamide